diphenyl-bismuth hexafluoroantimonate F[Sb-](F)(F)(F)(F)F.C1(=CC=CC=C1)[Bi+]C1=CC=CC=C1